3-(2-Chloro-3-(1,4-benzodioxan-6-yl)anilino)-6-methylisothiazolo[4,5-b]pyrazine ClC1=C(NC2=NSC=3C2=NC=C(N3)C)C=CC=C1C1=CC3=C(OCCO3)C=C1